1-(6-methyl-3-pyridylamino)-2-propyne CC1=CC=C(C=N1)NCC#C